2-anthracensulfonic acid C1=C(C=CC2=CC3=CC=CC=C3C=C12)S(=O)(=O)O